FC1=CC=C(C=C1)N1CCN(CC1)CC1=CC=C(C2=C1C=CO2)O 4-{[4-(4-fluorophenyl)piperazin-1-yl]methyl}-7-hydroxybenzofuran